diethyl-copper dithiocarbamic acid salt C(N)(S)=S.C(C)[Cu]CC